C1=CN(C=N1)CC(C(=O)O)O The molecule is an imidazolyl carboxylic acid that is lactic acid in which one of the methyl hydrogens is substituted by an imidazol-1-yl group. It has a role as a metabolite. It is a 2-hydroxy monocarboxylic acid and an imidazolyl carboxylic acid. It derives from a rac-lactic acid.